(2S)-N-[5-(2,4-difluorophenoxy)pyrazin-2-yl]-2-{4-[5-(2-hydroxyethoxy)pyrazine-2-carbonyl]-3,3-dimethylpiperazin-1-yl}propanamide FC1=C(OC=2N=CC(=NC2)NC([C@H](C)N2CC(N(CC2)C(=O)C2=NC=C(N=C2)OCCO)(C)C)=O)C=CC(=C1)F